O=C1NCC2=CC=C(C=C12)CCC(=O)OCC Ethyl 3-(3-oxoisoindolin-5-yl)propanoate